C(C)(C)(C)OC(NC1=C(C(=CC=C1C)OC)Br)=O N-(2-bromo-3-methoxy-6-methyl-phenyl)carbamic acid tert-butyl ester